tert-butyl (3R,6S)-6-((2-((2R,6S)-2,6-bis(3-methylpyridin-2-yl)piperidin-1-yl)ethylamino)methyl)tetrahydro-2H-pyran-3-ylcarbamate CC=1C(=NC=CC1)[C@@H]1N([C@@H](CCC1)C1=NC=CC=C1C)CCNC[C@@H]1CC[C@H](CO1)NC(OC(C)(C)C)=O